O[C@H]1C[C@@]2(CC[C@H](C1)N2C(=O)OC(C)(C)C)C tert-butyl (1S,3R,5R)-3-hydroxy-1-methyl-8-azabicyclo[3.2.1]octane-8-CArboxylate